N1C=NC2=C1C=C(C=C2)N2C(OC[C@@H]2C2=CC(=CC=C2)Cl)=O (S)-3-(1H-benzo[d]imidazol-6-yl)-4-(3-chlorophenyl)oxazolidin-2-one